LINALOOL OXID C1C(C(O)(C)CCC=C(C)C)O1